4-(tetrahydrofuran-2-yl)-butanoic acid propyl ester C(CC)OC(CCCC1OCCC1)=O